C(C)C=1C(=C(C(C(=O)O)=CC1)C(=O)O)CCCCCC.C(C=1C(C(=O)O)=CC=CC1)(=O)OC(CCCCC)CC monoethylhexyl phthalate (monoethylhexyl phthalate)